2,5-dimethyl-4-nitroaniline CC1=C(N)C=C(C(=C1)[N+](=O)[O-])C